FC1=C(C#N)C(=CC(=C1)CN1N=CC=C1)OC([2H])([2H])[2H] 2-Fluoro-4-(pyrazol-1-ylmethyl)-6-(trideuteromethoxy)benzonitrile